phosphoglycerate C(C(C(=O)O)OP(=O)(O)O)O